C(=O)(OC(C)(C)C)N1[C@H](CCCC1)O (S)-N-Boc-hydroxypiperidine